2,5-BiS(2-Thia-3-Butenyl)-1,4-Dithiane C(SC=C)C1SCC(SC1)CSC=C